N[C@H]1[C@@H]2N(C[C@H]1CC2)C(=O)C2=CC1=C(N(C(=N1)C1=CC=3C=4N1C(CNC4C=CC3)C3CC3)C)C(=C2)F ((1R,4R,7R)-7-amino-2-azabicyclo[2.2.1]heptan-2-yl)(2-(3-cyclopropyl-2,3-dihydro-1H-pyrrolo[1,2,3-de]quinoxalin-5-yl)-7-fluoro-1-methyl-1H-benzo[d]imidazol-5-yl)methanone